N-(3,5-difluoro-4-formylphenyl)-1-(4-fluorophenyl)-3-methyl-1H-pyrazole-4-carboxamide FC=1C=C(C=C(C1C=O)F)NC(=O)C=1C(=NN(C1)C1=CC=C(C=C1)F)C